dicyclobutylbismuthanylamino(cyclobutyl)bismuthanyl(dicyclobutylbismuthanyl)amine C1(CCC1)[Bi](C1CCC1)N[BiH]N([Bi](C1CCC1)C1CCC1)C1CCC1